4-(1-(4-cyclobutyl-5-(5-ethoxy-4H-1,2,4-triazol-3-yl)-2-ethylbenzoyl)piperidin-4-yl)benzonitrile C1(CCC1)C1=CC(=C(C(=O)N2CCC(CC2)C2=CC=C(C#N)C=C2)C=C1C1=NN=C(N1)OCC)CC